OC1=C(N(C=CC1=O)C[C@@H](C1=CC=C(C=C1)OC)O)C (R)-3-hydroxy-1-(2-hydroxy-2-(4-methoxyphenyl)ethyl)-2-methylpyridin-4(1H)-one